[Si](C)(C)(C(C)(C)C)OCC(C)(C)C1=C(C=C(C=C1C)C)OC([C@@H](C)C1=CC=C(C=C1)CC(C)C)=O (S)-2-(1-((tert-butyldimethylsilyl)oxy)-2-methylpropan-2-yl)-3,5-dimethylphenyl-2-(4-isobutylphenyl)propanoate